6,6-dimethyl-2-oxo-1,2,5,6,7,8-hexahydroquinoline-3-carboxamide CC1(CC=2C=C(C(NC2CC1)=O)C(=O)N)C